M-(4-cyanocyclohexyl)-4-{2-[(piperidin-3-yl)amino]-5-(trifluoromethyl)pyrimidin-4-yl}-1H-pyrrole-2-carboxamide C(#N)C1CCC(CC1)C1(CNCCC1)NC1=NC=C(C(=N1)C=1C=C(NC1)C(=O)N)C(F)(F)F